C(C1=CC(C(=O)OCC)=CC=C1)(=O)OCC.[Na] sodium diethyl isophthalate